CC[C@@H]1CNC(=O)C(=C1O)C(=O)C The molecule is a member of the class of piperidones that is piperidine-2,4-dione substituted by an ethyl group at position 5 and a 1-hydroxyethylidene group at position 3 (the (3E,5R-stereoisomer). It has been isolated from the solid-fermentation culture of Chaetomium globosum. It has a role as a Chaetomium metabolite.